(5R)-2-(1-Cyclopropylpyrazol-4-yl)-N-[(3S)-9-fluoro-2-oxo-5-phenyl-1,3-dihydro-1,4-benzodiazepin-3-yl]-5-methyl-6,7-dihydro-5H-pyrazolo[5,1-b][1,3]oxazine-3-carboxamide C1(CC1)N1N=CC(=C1)C1=NN2C(O[C@@H](CC2)C)=C1C(=O)N[C@@H]1C(NC2=C(C(=N1)C1=CC=CC=C1)C=CC=C2F)=O